1-(2-AMINOETHYL)-2-FORMYLIMIDAZOLE HCL Cl.NCCN1C(=NC=C1)C=O